OC1=CC=C(C=C1)C(C)(C)C1=CC=C(OC)C=C1 (4-(4-hydroxyphenylisopropyl)phenoxy)-methane